water Nitrogen [N].O